5-(4-hydroxyphenyl)-7-oxabicyclo[2.2.1]Hept-5-ene-2-sulfonate OC1=CC=C(C=C1)C=1C2CC(C(C1)O2)S(=O)(=O)[O-]